(5S)-5-[(3-Hydroxyazetidin-1-yl)carbonyl]-2-[3-(trifluoromethyl)benzyl]-5,6,7,8-tetrahydro[1,2,4]triazolo[4,3-a]pyridin-3(2H)-one OC1CN(C1)C(=O)[C@@H]1CCCC=2N1C(N(N2)CC2=CC(=CC=C2)C(F)(F)F)=O